2,2-dimethyl-N-(1-(2-(methyl(2-(p-tolyloxy)ethyl)amino)-2-oxoethyl)-1H-pyrazol-4-yl)-3-phenoxypropanamide CC(C(=O)NC=1C=NN(C1)CC(=O)N(CCOC1=CC=C(C=C1)C)C)(COC1=CC=CC=C1)C